Sodium 2-[7-(diethylamino)-2-oxo-2H-chromen-3-yl]-5-sulfamoyl-2,3-dihydro-1,3-benzoxazole-2-sulfonate C(C)N(C1=CC=C2C=C(C(OC2=C1)=O)C1(OC2=C(N1)C=C(C=C2)S(N)(=O)=O)S(=O)(=O)[O-])CC.[Na+]